(5-methyl-1H-pyrazol-3-yl)methanon CC1=CC(=NN1)C=O